C(C1=CC=CC=C1)(C1=CC=CC=C1)(C1=CC=CC=C1)OCC1OCCC1 [(TRITYLOXY)METHYL]TETRAHYDROFURAN